FC=1C(=C(C=CC1F)[C@@H]1CO[C@@H]([C@@H]1C)C(C)C)OC (2S,3R,4R,5R)-3-(3,4-difluoro-2-methoxy-phenyl)-5-isopropyl-4-methyl-tetrahydrofuran